8-amino-9-(3-hydroxy-2,6-dimethylphenyl)-5-methyl-9H-pyrrolo[2,3-c][1,2,4]triazolo[4,3-a]pyridine-7-carboxamide NC1=C(C2=C(C=3N(C(=C2)C)C=NN3)N1C1=C(C(=CC=C1C)O)C)C(=O)N